2-chloro-9-methyl-6-(4-(trifluoromethyl)piperidin-1-yl)-9H-purine ClC1=NC(=C2N=CN(C2=N1)C)N1CCC(CC1)C(F)(F)F